6-(5-carbamoyl-1H-imidazol-1-yl)-N-(6-(trifluoromethyl)pyridin-3-yl)picolinamide sodium carbonate C([O-])([O-])=O.[Na+].C(N)(=O)C1=CN=CN1C1=CC=CC(=N1)C(=O)NC=1C=NC(=CC1)C(F)(F)F.[Na+]